NC1=C(C2=C(C(N1C1=C(C(=CC=C1C)O)C)=O)C1=C(S2)CCCC1)C(=O)N 3-amino-2-(3-hydroxy-2,6-dimethylphenyl)-1-oxo-1,2,6,7,8,9-hexahydrobenzo[4,5]thieno[3,2-c]pyridine-4-carboxamide